[K+].C1(CCC(CC1)C(=O)[O-])C(=O)[O-].[K+] 1,4-Cyclohexanedicarboxylic acid potassium salt